ClC1=NC=C(C(=C1)C1=C(C=NC(=C1)C)C(=O)NC=1SC=2C(=NC=C(C2)NC(=O)C2CCC2)N1)OC 2'-chloro-N-(6-(cyclobutanecarboxamido)thiazolo[4,5-b]pyridin-2-yl)-5'-methoxy-6-methyl-[4,4'-bipyridine]-3-carboxamide